tellurium bismuth telluride [Bi]=[Te].[Te]